ethyl 1-(3-(1,3-dioxoisoindolin-2-yl) propyl)-2-oxocyclopentane-1-carboxylate O=C1N(C(C2=CC=CC=C12)=O)CCCC1(C(CCC1)=O)C(=O)OCC